N-(3-chloro-2-methoxyphenyl)-2-hydroxy-6-oxocyclohex-1-ene-1-carbothioamide ClC=1C(=C(C=CC1)NC(=S)C1=C(CCCC1=O)O)OC